ClC1=C2C(=NC=C1OC=1C=NN3C1C=NC=C3)N=C(N2C)NC2=CC(=C(C=C2)CN2CCC(CC2)(F)F)C(F)(F)F 7-chloro-N-(4-((4,4-difluoropiperidin-1-yl)methyl)-3-(trifluoromethyl)phenyl)-1-methyl-6-(pyrazolo[1,5-a]pyrazin-3-yloxy)-1H-imidazo[4,5-b]pyridin-2-amine